(1-ethoxyethyl)-3-(2-methylpyridin-4-yl)-1H-thieno[2,3-c]Pyrazole-5-carboxylic acid methyl ester COC(=O)C1=CC2=C(N(N=C2C2=CC(=NC=C2)C)C(C)OCC)S1